S1C=NC2=C1C=C(C=C2)C2=CC(=NN2C2=NC(=CC=C2)C)C(=O)O 5-(Benzo[d]thiazol-6-yl)-1-(6-methylpyridin-2-yl)-1H-pyrazole-3-carboxylic acid